C(CCC(=O)[O-])(=O)[O-].C(CCC(=O)O)(=O)[O-].[Na+].[Na+].[Na+] trisodium disuccinate